C12CN(CC(N1)C2)C=2OC=1C(N2)=C(C=CC1C=1SC=CN1)C(=O)N 2-(3,6-diazabicyclo[3.1.1]heptan-3-yl)-7-(thiazol-2-yl)benzo[d]oxazole-4-carboxamide